FC=1C=C(C=CC1F)C1C(CC=CC1)[N+](=O)[O-] 3',4'-difluoro-2-nitro-1,2,3,6-tetrahydro-1,1'-biphenyl